C(C)(=O)C(O)C ACETYL-METHYL-carbinol